3,6-dimethoxybenzocyclobutenone Neodymium [Nd].COC1=CC=C(C=2C(CC21)=O)OC